rac-cis-4-(3,4-dimethylbenzyl)-6-(pyridin-3-yl)-4-azaspiro[2.4]heptane-7-carbonitrile CC=1C=C(CN2C3(CC3)[C@@H]([C@@H](C2)C=2C=NC=CC2)C#N)C=CC1C |r|